N-((S)-2-amino-1-methyl-ethyl)-N-ethyl-5-fluoro-2-[1,2,3]triazol-2-yl-nicotinamide NC[C@H](C)N(C(C1=C(N=CC(=C1)F)N1N=CC=N1)=O)CC